tert-Butyl ((3S,5S)-1-(2-(2-chloropyrimidine-4-carboxamido)-5-(4-cyanopyridin-3-yl)phenyl)-5-(hydroxymethyl)pyrrolidin-3-yl)carbamate ClC1=NC=CC(=N1)C(=O)NC1=C(C=C(C=C1)C=1C=NC=CC1C#N)N1C[C@H](C[C@H]1CO)NC(OC(C)(C)C)=O